(R)-1-(1-((1-methyl-1H-indazol-7-yl)methyl)-1H-benzo[d]imidazol-2-yl)piperidin-3-amine CN1N=CC2=CC=CC(=C12)CN1C(=NC2=C1C=CC=C2)N2C[C@@H](CCC2)N